2-((1s,6s)-6-aminocyclohex-3-en-1-yl)-5-chloro-3-iodo-N-(thiophen-2-ylmethyl)thieno[3,2-b]pyridin-7-amine formate salt C(=O)O.N[C@H]1CC=CC[C@@H]1C1=C(C2=NC(=CC(=C2S1)NCC=1SC=CC1)Cl)I